C12C(N(CC2C1)C(=O)OC(C)(C)C)C(=O)OC 3-(tert-butyl) 2-methyl 3-azabicyclo[3.1.0]hexane-2,3-dicarboxylate